[K].CC(CCCC)C1=C(C=C(C=C1)C)O 2-(1-methylpentyl)-5-methylphenol, potassium salt